BrC=1C=C(C(=NC1)COC1=CC(=C(C=C1)C1=C(N=C(N1)C=1C=NC(=CC1)F)Cl)OC)F 5-Bromo-2-[[4-(4-chloro-2-(6-fluoropyridin-3-yl)-1H-imidazol-5-yl)-3-methoxyphenoxy]methyl]-3-fluoropyridine